N(=[N+]=[N-])C(=O)[O-] AZIDOFORMATE